N-[3-[(2,3-dihydroxypropyl)(3-isotridecyloxypropyl)amino]propyl]lauramide Rac-tert-butyl-(3R,5S)-3-hydroxy-5-(methylamino)piperidine-1-carboxylate C(C)(C)(C)OC(=O)N1C[C@@H](C[C@@H](C1)NC)O.OC(CN(CCCNC(CCCCCCCCCCC)=O)CCCOCCCCCCCCCCC(C)C)CO |r|